1-ethyl-4-methyl-1H-pyrazole-5-carboxylic acid C(C)N1N=CC(=C1C(=O)O)C